8-((2R,4R)-4-(cyclopropylmethoxy)-1-((5-methoxy-7-methyl-1H-indol-4-yl)methyl)piperidin-2-yl)imidazo[1,2-a]pyridine-5-carboxylic acid C1(CC1)CO[C@H]1C[C@@H](N(CC1)CC1=C2C=CNC2=C(C=C1OC)C)C=1C=2N(C(=CC1)C(=O)O)C=CN2